CN1CC(C1)(C)[C@@](C=1C=C(C=CC1)C1=NOC(=N1)CN(C(CO)=O)C)(C1=CC=C(C=C1)C(C)C)O N-(3-{3-[(S)-(1,3-Dimethyl-azetidin-3-yl)-hydroxy-(4-isopropyl-phenyl)-methyl]-phenyl}-[1,2,4]oxadiazol-5-ylmethyl)-2-hydroxy-N-methyl-acetamide